4-(aminomethyl)-2-fluorobenzonitrile hydrochloride Cl.NCC1=CC(=C(C#N)C=C1)F